FC(C(=O)O)(F)F.NCCOC=1C=C2C(N(C(C2=CC1)=O)C1C(NC(CC1)=O)=O)=O 5-(2-Aminoethoxy)-2-(2,6-dioxopiperidin-3-yl)isoindoline-1,3-dione trifluoroacetate